C1(CC1)C1=NNC2=C1C(=NC=C2NCCCN)C2=CC(=C(C=C2)S(=O)(=O)C)C N'-[3-cyclopropyl-4-(3-methyl-4-methylsulfonyl-phenyl)-1H-pyrazolo[4,3-c]pyridin-7-yl]propane-1,3-diamine